(3S,4S)-tert-butyl 4-fluoro-3-((6-(6-(2-oxopyrrolidin-1-yl)imidazo[1,2-a]pyrazin-3-yl)pyridin-2-yl)amino)piperidine-1-carboxylate F[C@@H]1[C@H](CN(CC1)C(=O)OC(C)(C)C)NC1=NC(=CC=C1)C1=CN=C2N1C=C(N=C2)N2C(CCC2)=O